valyl-O-methylaspartyl-(2,6-difluorophenoxy)methyl ketone N[C@@H](C(C)C)C(=O)N[C@@H](CC(=O)OC)C(=O)C(OC1=C(C=CC=C1F)F)C(=O)C(C([C@@H](NC([C@@H](N)C(C)C)=O)CC(=O)OC)=O)OC1=C(C=CC=C1F)F